(2S,6R)-2-hydroxy-2-methyl-6-methylamino-6-(4-(trifluoromethyl)phenyl)cyclohexan-1-one phosphate P(=O)(O)(O)O.O[C@@]1(C([C@@](CCC1)(C1=CC=C(C=C1)C(F)(F)F)NC)=O)C